FC=1C=C(C=CC1F)C1(CCN(CC1)C1=NC(=CC(=C1)CO)C=1C(=NN(C1)C)C)O 4-(3,4-difluorophenyl)-1-(6-(1,3-dimethyl-1H-pyrazol-4-yl)-4-(hydroxymethyl)pyridin-2-yl)piperidin-4-ol